C(C1=CC=CC=C1)N1CC2(C(C2C1)C1=CC=CC=C1)C=1C=C2C=NN(C2=CC1C)C1=CC=C(C=C1)F 5-(3-benzyl-6-phenyl-3-azabicyclo[3.1.0]hexane-1-yl)-1-(4-fluorophenyl)-6-methyl-1H-indazole